The molecule is a member of the class of benzochromenones that is benzo[g]chromen-4-one carrying two additional hydroxy substituents at positions 5 and 6 as well as methyl and methoxy substituents at positions 2 and 8 respectively. An orange polyketide pigment that is a common intermediate in many different fungal biosynthetic pathways. It has a role as a fungal metabolite, a biological pigment and an EC 1.14.18.1 (tyrosinase) inhibitor. It is a benzochromenone, a polyketide, an aromatic ether and a member of phenols. It is a conjugate acid of a rubrofusarin(1-). CC1=CC(=O)C2=C(C3=C(C=C(C=C3C=C2O1)OC)O)O